[N+](=O)([O-])C1=CN=C(C=C1C(=O)OC)C1=CN=CS1 methyl 5-nitro-2-(thiazol-5-yl)isonicotinate